OCCO[C@H](C(=O)O)C (2S)-2-(2-hydroxyethoxy)propionic acid